((2R,3S,5R)-5-(2-chloro-6-((R)-5-oxotetrahydrofuran-2-carboxamido)-9H-purin-9-yl)-3-(((dodecyloxy)carbonyl)oxy)-2-ethynyltetrahydrofuran-2-yl)methyl dodecyl carbonate C(OC[C@]1(O[C@H](C[C@@H]1OC(=O)OCCCCCCCCCCCC)N1C2=NC(=NC(=C2N=C1)NC(=O)[C@@H]1OC(CC1)=O)Cl)C#C)(OCCCCCCCCCCCC)=O